6-bromo-N-(2,4-dimethoxybenzyl)-4-fluoroisoquinolin-1-amine BrC=1C=C2C(=CN=C(C2=CC1)NCC1=C(C=C(C=C1)OC)OC)F